cyclopropyl (trans-4-((4-(4-chloro-1H-pyrazol-3-yl)-5-cyanopyrimidin-2-yl)amino)cyclohexyl)(5-(2-methoxypyrimidin-5-yl)pyrazin-2-yl)carbamate ClC=1C(=NNC1)C1=NC(=NC=C1C#N)N[C@@H]1CC[C@H](CC1)N(C(OC1CC1)=O)C1=NC=C(N=C1)C=1C=NC(=NC1)OC